FCC(CCC1=CC=CC=C1)(O)[2H] 1-fluoro-4-phenylbutan-2-d-2-ol